CC(C(=O)OCCNC1=CC=C(C=2C(C3=CC=CC=C3C(C12)=O)=O)NCCOC(C(=C)C)=O)=C ((9,10-dioxo-9,10-dihydroanthracene-1,4-diyl)bis(azanediyl))bis(ethane-2,1-diyl) bis(2-methylacrylate)